N-(4-(piperidin-4-yl)phenyl)-7H-pyrrolo[2,3-d]pyrimidin-2-amine N1CCC(CC1)C1=CC=C(C=C1)NC=1N=CC2=C(N1)NC=C2